C(=O)(O)CCC=1C=C(C=CC1)[SiH](OCCOC)OCCOC 3-carboxyethylphenylbis-(2-methoxyethoxy)silane